ClC=1C(N(C(=CC1[C@@H]1[C@H](C1)C(NC1CC1)=O)C)C1=CC(=NC=C1C)C=1C(=C(C(=O)N(C)C)C=CC1)F)=O 3-(3-chloro-4-((1S,2S)-2-(cyclopropylcarbamoyl)cyclopropyl)-5',6-dimethyl-2-oxo-2H-[1,4'-bipyridin]-2'-yl)-2-fluoro-N,N-dimethylbenzamide